1,1-difluoroiodon-pentane FC(CCCC)(F)I